4-Hydroxy-2-(3-((2-methyl-4-oxo-5,6,7,8-tetrahydroquinazolin-3(4H)-yl)methyl)isoxazol-5-yl)benzonitrile OC1=CC(=C(C#N)C=C1)C1=CC(=NO1)CN1C(=NC=2CCCCC2C1=O)C